CC1=C2C=C(N=NC2=CC(=C1)N1CC2(CN(C2)C(=O)OC(C)(C)C)C1)OS(=O)(=O)C(F)(F)F tert-butyl 6-[5-methyl-3-(trifluoromethanesulfonyl oxy) cinnolin-7-yl]-2,6-diazaspiro[3.3]heptane-2-carboxylate